C(C)(C)C1=C2C=C(N=CC2=C(C=C1)N1[C@@H]([C@H](C1)CS(=O)(=O)C)C)NC1=NC(=NC=C1)C=1C(=NN(C1)C([2H])([2H])[2H])[N+](=O)[O-] 5-isopropyl-8-((2r,3s)-2-methyl-3-((methylsulfonyl)methyl)azetidin-1-yl)-N-(2-(1-(methyl-d3)-3-nitro-1H-pyrazol-4-yl)pyrimidin-4-yl)isoquinolin-3-amine